COC(CC1(CC1)C#C)=O 2-(1-ethynylcyclopropyl)acetic acid methyl ester